tert-butyl (S)-2-((2-((phenylmethyl)sulfonamido)-4-(4-(4-((6-(trifluoromethyl)pyridazin-3-yl)oxy)-phenyl)piperidine-1-carbonyl)phenoxy)methyl)pyrrolidine-1-carboxylate C1(=CC=CC=C1)CS(=O)(=O)NC1=C(OC[C@H]2N(CCC2)C(=O)OC(C)(C)C)C=CC(=C1)C(=O)N1CCC(CC1)C1=CC=C(C=C1)OC=1N=NC(=CC1)C(F)(F)F